tert-butyl (4R)-4-hydroxyazepane-1-carboxylate O[C@H]1CCN(CCC1)C(=O)OC(C)(C)C